ClC=1C=CC(=NC1)NC([C@H](C)N1C[C@@H](CCC1)C)=O (S)-N-(5-chloropyridin-2-yl)-2-((R)-3-methylpiperidin-1-yl)propanamide